ClC1=NC=2N(C(=C1C1=C(C=C(C=C1F)OC1CC3(C1)CCC(CC3)NC)F)N[C@H](C(F)(F)F)C)N=CN2 (S)-5-chloro-6-(2,6-difluoro-4-((7-(methylamino)spiro[3.5]non-2-yl)oxy)phenyl)-N-(1,1,1-trifluoroPropan-2-yl)-[1,2,4]triazolo[1,5-a]pyrimidin-7-amine